CC=1N=NC(=C2C1N=CC=C2)N 8-methylpyrido[2,3-d]pyridazin-5-amine